BrC1=CC=C(C=C1)C=1N=C2N(C=CC=C2)C1CN1CCN(CC1)C(=O)C1CCCCC1 (4-{[2-(4-bromophenyl)imidazo[1,2-a]pyridine-3-yl]methyl}piperazin-1-yl)(cyclohexyl)methanone